C(C)OC1=C(C=O)C=CC(=C1)O 2-ethoxy-4-hydroxy-benzaldehyde